C(C)(C)(C)OC(=O)N(C/C=C/C(=O)OCC#C)CCCCN1C2=C(CCC3=C1C=CC=C3)C=CC(=C2)Cl prop-2-yn-1-yl (E)-4-{tert-butoxycarbonyl-[4-(3-chloro-10,11-dihydro-dibenzo[b,f]azepin-5-yl)-butyl]-amino}but-2-enoate